NC1=CC=2N(C(N(CC2C=N1)C1=C(C=CC=C1C)F)=O)C1CNC1 7-amino-1-(azetidin-3-yl)-3-(2-fluoro-6-methyl-phenyl)-4H-pyrido[4,3-d]pyrimidin-2-one